N1CCC(CC1)N1C(OC2=C1C=CC=C2)=O 3-(Piperidin-4-yl)benzo[d]oxazol-2(3H)-one